2-(2'-hydroxy-3'-tert-butyl-5'-(2-(octyloxycarbonyl)ethyl)phenyl)-5-chlorobenzotriazole OC1=C(C=C(C=C1C(C)(C)C)CCC(=O)OCCCCCCCC)N1N=C2C(=N1)C=CC(=C2)Cl